N-(2-bromo-4-methoxy-5-nitrophenyl)pivaloyl-amide BrC1=C(C=C(C(=C1)OC)[N+](=O)[O-])[N-]C(C(C)(C)C)=O